ClC1=CC=C(C(=N1)C=1N=NNN1)N1C(C2=CC=CC=C2C1=O)=O 2-(6-chloro-2-(2H-tetrazol-5-yl)pyridin-3-yl)isoindoline-1,3-dione